2-(3-chloro-5-ethyl-4-(2-fluoro-4-hydroxy-3-isopropylbenzyl)phenoxy)-N,N-dimethylacetamide ClC=1C=C(OCC(=O)N(C)C)C=C(C1CC1=C(C(=C(C=C1)O)C(C)C)F)CC